NC=1C=C(C=C(C1)C(F)(F)F)[C@@H](C)NC1=CC(=NC2=CC(=CC=C12)C)C 4-(((R)-1-(3-amino-5-(trifluoromethyl)phenyl)ethyl)amino)-2,7-dimethylquinoline